P(=O)(O)(O)OC[C@H]([C@H](CO)O)O D-erythritol 4-phosphate